isopropylidene-1,2,3,4-butanetetraol C(C)(C)=C(C(C(CO)O)O)O